(5-chloro-1H-indol-2-yl)(4-isonicotinoylpiperidin-1-yl)methanone ClC=1C=C2C=C(NC2=CC1)C(=O)N1CCC(CC1)C(C1=CC=NC=C1)=O